C(C)OC(C1=C(C(=NC(=C1F)C1=C2C=NNC2=CC=C1C)Cl)N)=O ethyl-3-amino-2-chloro-5-fluoro-6-(5-methyl-1H-indazol-4-yl)isonicotinic acid